ethyl 2-[[4-[[5-[(tert-butoxycarbonylamino)methyl]triazol-1-yl]methyl]phenyl]carbamoyl]-4-methyl-pentanoate C(C)(C)(C)OC(=O)NCC1=CN=NN1CC1=CC=C(C=C1)NC(=O)C(C(=O)OCC)CC(C)C